4,4'-dichlorobenzophenone oxime ClC1=CC=C(C(C2=CC=C(C=C2)Cl)=NO)C=C1